4-(2-chloro-4-fluoro-phenyl)-2-thiazol-2-yl-1,4-dihydro-pyrimidine-5-carboxylic acid methyl ester COC(=O)C=1C(N=C(NC1)C=1SC=CN1)C1=C(C=C(C=C1)F)Cl